tert-butyl (1-(4-fluorophenyl)-2-oxo-2-(phenylamino)ethyl)carbamate FC1=CC=C(C=C1)C(C(NC1=CC=CC=C1)=O)NC(OC(C)(C)C)=O